ClC1=C(C=C(C=C1)S(=O)(=O)N[C@H](CN(C)C)C1=CC(=C(C=C1)Cl)Cl)F (S)-4-chloro-N-(1-(3,4-dichlorophenyl)-2-(dimethylamino)ethyl)-3-fluorobenzenesulfonamide